FC1=C(OC2=C3C(=NC=C2)N(C=C3C3=C(SC=C3)C)COCC[Si](C)(C)C)C(=CC(=C1)[N+](=O)[O-])F 4-(2,6-difluoro-4-nitrophenoxy)-3-(2-methylthiophen-3-yl)-1-{[2-(trimethylsilyl)ethoxy]methyl}-1H-pyrrolo[2,3-b]pyridine